benzyl N-methyl-N-[(1r,4r)-4-{[8-ethyl-6-(4,4,5,5-tetramethyl-1,3,2-dioxaborolan-2-yl)quinazolin-2-yl]amino}cyclohexyl]carbamate CN(C(OCC1=CC=CC=C1)=O)C1CCC(CC1)NC1=NC2=C(C=C(C=C2C=N1)B1OC(C(O1)(C)C)(C)C)CC